O=C1N(C(C2=CC=CC=C12)=O)C1CC2(C1)CCC(CC2)N(C(OCC2=CC=CC=C2)=O)C benzyl ((2R,4r,7R)-2-(1,3-dioxoisoindolin-2-yl) spiro[3.5]nonan-7-yl)(methyl)carbamate